methyl-7-(2-(dimethylamino)-3-((9Z,12Z)-octadeca-9,12-dien-1-yloxy)propoxy)heptanoate COC(CCCCCCOCC(COCCCCCCCC\C=C/C\C=C/CCCCC)N(C)C)=O